4-(diethylamino)phenol C(C)N(C1=CC=C(C=C1)O)CC